hexaanimine platinum hydroxide [Pt](O)O.C(CCCCC)=N